5-fluoro-N1-(4-fluoro-3-methylbenzyl)-2-methylbenzene-1,3-diamine FC=1C=C(C(=C(C1)NCC1=CC(=C(C=C1)F)C)C)N